COC=1C=C(C=CC1NC=1N=CC2=CC=CC(=C2C1)C=1C=NN(C1)C1CCN(CC1)C)C(=O)N1CC(C1)OC (3-methoxy-4-((5-(1-(1-methylpiperidin-4-yl)-1H-pyrazol-4-yl)isoquinolin-3-yl)amino)phenyl)(3-methoxyazetidin-1-yl)methanone